5-(3-Methoxy-4-tert-butoxycarbonylaminophenyl)-10,15,20-triphenyl-porphyrin COC=1C=C(C=CC1NC(=O)OC(C)(C)C)C=1C2=CC=C(N2)C(=C2C=CC(C(=C3C=CC(=C(C=4C=CC1N4)C4=CC=CC=C4)N3)C3=CC=CC=C3)=N2)C2=CC=CC=C2